C(C)(C)(C)OC(=O)N[C@@H](CCSC)C(=O)N[C@H](CC1=CN(C2=CC=CC=C12)C)C(=O)O Nα-((tert-butoxycarbonyl)-L-methionyl)-1-methyl-D-tryptophan